OC[C@@H](CC(C)C)NC1=NC(=NC(=N1)CC(C)C1=CC(=C(C(=C1)F)F)F)NS(=O)(=O)C N-(4-(((R)-1-Hydroxy-4-methylpentan-2-yl)amino)-6-(2-(3,4,5-trifluorophenyl)propyl)-1,3,5-triazin-2-yl)methanesulfonamide